P(=O)(OP(=O)(Cl)Cl)(Cl)Cl diphosphoric acid chloride